The molecule is a phosphatidylethanol(1-) obtained by deprotonation of the phosphate OH group of 1,2-dipalmitoyl-sn-glycero-3-phosphoethanol; major species at pH 7.3. It is a conjugate base of a 1,2-dipalmitoyl-sn-glycero-3-phosphoethanol. CCCCCCCCCCCCCCCC(=O)OC[C@H](COP(=O)([O-])OCC)OC(=O)CCCCCCCCCCCCCCC